NC1=C2C(=NC=N1)N(N=C2I)C2(C=CCC2)O (4-amino-3-iodo-1H-pyrazolo[3,4-d]pyrimidin-1-yl)cyclopent-2-en-1-ol